C(C)(C)(C)OC(=O)\N=C\1/N(C=CN1C)CC=1C=C2C([C@H](COC2=C(C1)C1=C(C=C(C=C1)F)C)CC=1C=CC(=C(OCC(=O)OC)C1)F)=O methyl (S,Z)-2-(5-((6-((2-((tert-butoxycarbonyl)imino)-3-methyl-2,3-dihydro-1H-imidazol-1-yl)methyl)-8-(4-fluoro-2-methylphenyl)-4-oxochroman-3-yl)methyl)-2-fluorophenoxy)acetate